[N+](=O)(O)[O-].C(CCCCCC)N1CC=CC=C1 N-heptyl-pyridine nitrate